Cl.C(C(C)O)O propane-1,2-diol hydrochloride salt